2,6-di-tert-butyl-4-methylphenylmethylene-2,5-cyclohexadiene-1-one C(C)(C)(C)C1=C(C(=CC(=C1)C)C(C)(C)C)C=C1C=CC(C=C1)=O